(S)-1,2-dibromo-3-chloropropane BrC[C@H](CCl)Br